2-(4-amino-8-fluoro-9H-pyrimido[4,5-b]indol-9-yl)acetic acid NC1=NC=NC=2N(C3=C(C=CC=C3C21)F)CC(=O)O